3,6-dimethyl-4-octyn-3,6-diol CC(CC)(C#CC(CC)(O)C)O